butyl hexyl phosphate dodecyl-amine salt C(CCCCCCCCCCC)N.P(=O)(OCCCC)(OCCCCCC)O